FC1=C(C(=O)N)C=C(C(=C1)NC1=NC=C2N(C(N(C2=N1)C1C2CC(CC1CC2)O)=O)C)C 2-fluoro-4-((9-(3-hydroxybicyclo[3.2.1]octan-8-yl)-7-methyl-8-oxo-8,9-dihydro-7H-purin-2-yl)amino)-5-methylbenzamide